C1(CCCO1)=O Gamma-butyrlactone